COC(=O)C=1C=2N(C=CC1C=1C=NN(C1C)CC13CC4CC(CC(C1)C4)C3)C(=CN2)N 7-(1-(adamantan-1-ylmethyl)-5-methyl-1H-pyrazol-4-yl)-3-aminoimidazo[1,2-a]pyridine-8-carboxylic acid methyl ester